(2R)-2-{[(4-methoxyphenyl)methyl]amino}propan-1-ol COC1=CC=C(C=C1)CN[C@@H](CO)C